COC(=O)C=1SC2=C(C1)C=CC=C2 Benzothiophene-2-carboxylic acid methyl ester